C(CCC)C1=NN(C(=C1O)C)CC(C)C 3-n-Butyl-1-isobutyl-4-hydroxy-5-methyl-pyrazol